FC(OC1=CC=C(C=C1)C1(CN(CC1)C=1N=C(C2=C(N1)CC[S@]2=O)NC2(CCC2)CO)O)F |r| (5R/S)-2-(3-(4-(difluoromethoxy)phenyl)-3-hydroxypyrrolidin-1-yl)-4-((1-(hydroxymethyl)cyclobutyl)amino)-6,7-dihydrothieno[3,2-d]pyrimidine 5-oxide